N-(4-(4-amino-6-ethynyl-5-(quinolin-3-yl)-7H-pyrrolo[2,3-d]pyrimidin-7-yl)bicyclo[2.2.1]heptane-1-yl)-1-methyl-1H-pyrazole-5-carboxamide NC=1C2=C(N=CN1)N(C(=C2C=2C=NC1=CC=CC=C1C2)C#C)C21CCC(CC2)(C1)NC(=O)C1=CC=NN1C